tert-butyl (1R,2S,3S,6R,7S)-3-{[(2S)-1-(cyclopropylcarbamoyl)-1-hydroxy-3-[(3S)-2-oxopyrrolidin-3-yl]propan-2-yl]carbamoyl}-4-azatricyclo[5.2.1.0^{2,6}]dec-8-ene-4-carboxylate C1(CC1)NC(=O)C([C@H](C[C@H]1C(NCC1)=O)NC(=O)[C@@H]1[C@H]2[C@H]3C=C[C@@H]([C@H]2CN1C(=O)OC(C)(C)C)C3)O